3-dimethylamino-2,2-dimethylpropylacrylamide CN(CC(CC(C(=O)N)=C)(C)C)C